bis[2-(2-butoxyethoxy) ethyl]adipate C(CCC)OCCOCCOC(CCCCC(=O)OCCOCCOCCCC)=O